Ethyl (3S,4aS,8aR)-6-oxo-decahydroisoquinoline-3-carboxylate O=C1C[C@@H]2C[C@H](NC[C@@H]2CC1)C(=O)OCC